N1(CCCCC1)C(=O)OCN1N=C2C=C(C=CC2=C1)C1=NC(=CN=C1)Br (6-(6-bromopyrazin-2-yl)-2H-indazol-2-ylmethyl) piperidin-1-carboxylate